(R)-N-(4-([1,2,4]triazolo[1,5-c]pyrimidin-7-yloxy)-3-methylphenyl)-5-((3,3-difluoro-1-methylpiperidin-4-yl)oxy)-6-(trifluoromethoxy)quinazolin-4-amine N=1C=NN2C=NC(=CC21)OC2=C(C=C(C=C2)NC2=NC=NC1=CC=C(C(=C21)O[C@H]2C(CN(CC2)C)(F)F)OC(F)(F)F)C